(2S)-1-methyl-2-(4-methylpyridin-3-yl)pyrrolidin-1-ium lactate C(C(O)C)(=O)[O-].C[NH+]1[C@@H](CCC1)C=1C=NC=CC1C